COCC[C@@]1(N(CCNC1)C1=NN(C(=C1)C)C1CC2(CN(C2)C(=O)OC(C)(C)C)C1)C tert-butyl (S)-6-(3-(2-(2-methoxyethyl)-2-methylpiperazin-1-yl)-5-methyl-1H-pyrazol-1-yl)-2-azaspiro[3.3]heptane-2-carboxylate